(S)-N-(6-(4-fluoro-4-(hydroxymethyl)piperidin-1-yl)-2-(hydroxymethyl)-2-(trifluoromethyl)-2,3-dihydrobenzofuran-5-yl)pyrazolo[1,5-a]pyrimidine-3-carboxamide FC1(CCN(CC1)C1=CC2=C(C[C@@](O2)(C(F)(F)F)CO)C=C1NC(=O)C=1C=NN2C1N=CC=C2)CO